di-(1-hexyl)phenyl-phosphine C(CCCCC)P(C1=CC=CC=C1)CCCCCC